(E)-1-(triisopropylsilyl)-1-nonyn-5-one O-benzyl oxime C(C1=CC=CC=C1)O\N=C(\CCC#C[Si](C(C)C)(C(C)C)C(C)C)/CCCC